ClC=1C=C(C=CC1)NC(=S)NC1=CC(=CC=C1)C(F)(F)F N-(3-chlorophenyl)-N'-[3-(trifluoromethyl)phenyl]thiourea